4-((4-methylpiperazin-1-yl)methyl)phenylboronic acid pinacol ester CN1CCN(CC1)CC1=CC=C(C=C1)B1OC(C)(C)C(C)(C)O1